C(C)(C)[C@H]1C(NC=2C(=NC(=NC2N1C)N[C@@H]1CN(CC1)C(C1=CC(=C(C(=C1)F)F)F)=O)C)=O (7S)-7-isopropyl-4,8-dimethyl-2-(((S)-1-(3,4,5-trifluorobenzoyl)pyrrolidin-3-yl)amino)-7,8-dihydropteridin-6(5H)-one